FC1=C(C(=O)N[C@@H](C(=O)N2CCC3(C(C(N(C3)C)=O)C=3C=NC=CC3)CC2)C(C)C)C=C(C=C1)C(F)(F)F 2-fluoro-N-((2R)-3-methyl-1-(2-methyl-3-oxo-4-(pyridin-3-yl)-2,8-diazaspiro[4.5]decan-8-yl)-1-oxobutan-2-yl)-5-(trifluoromethyl)benzamide